ClC1=C(C=C2C=NC=NC2=C1SCC1(CCC1)CO)C(F)(F)F 7-chloro-8-(((1-(hydroxymethyl)cyclobutyl)methyl)thio)-6-(trifluoromethyl)quinazoline